CC=1C=C(C#N)C=CC1N1N=CC(=C1)C1=C2C(=NC=C1)NC=C2 3-methyl-4-[4-(1H-pyrrolo[2,3-b]pyridin-4-yl)-1H-pyrazol-1-yl]benzonitrile